(E)-N-(2-benzoyl-3-phenylallyl)-4-toluenesulfonamide C(C1=CC=CC=C1)(=O)\C(\CNS(=O)(=O)C1=CC=C(C)C=C1)=C\C1=CC=CC=C1